2-(2,5-dichloro-1,3-thiazol-4-yl)ethan-1-amine ClC=1SC(=C(N1)CCN)Cl